C(CCC)C1CS(C2=C(N(C1)C1=CC=C(C=C1)F)C=C(C(=C2)O\C=C(\C(=O)O)/F)SC)(=O)=O (Z)-3-((3-butyl-5-(4-fluorophenyl)-7-(methylthio)-1,1-dioxido-2,3,4,5-tetrahydro-1,5-benzothiazepin-8-yl)oxy)-2-fluoroacrylic acid